OC1(CN(C1)C=1N=C(C2=C(N1)CC[S@]2=O)NC2(CCC2)CO)C2=CC=C(C=C2)OC |r| (R/S)-2-(3-hydroxy-3-(4-methoxyphenyl)azetidin-1-yl)-4-((1-(hydroxymethyl)cyclobutyl)amino)-6,7-dihydrothieno[3,2-d]pyrimidine 5-oxide